methyl (1-(6-(3,4-difluorophenyl)-4-(hydroxymethyl)pyridin-3-yl)-3-(6-methylpyridin-2-yl)piperidin-3-yl)carbamate FC=1C=C(C=CC1F)C1=CC(=C(C=N1)N1CC(CCC1)(C1=NC(=CC=C1)C)NC(OC)=O)CO